N1(CCCCC1)C(=O)OC(C(NC1=CC=CC=C1)=O)CC1=CC=CC=C1 benzyl-(2-oxo-2-(phenylamino) ethyl) piperidine-1-carboxylate